C(CCCCC)C1C2C3C4C=CC(C3C(C1)C2)C4 2-hexyl-1,4:5,8-dimethano-1,2,3,4,4a,5,8,8a-octahydronaphthalene